ClC=1C=C(C=C(C1)Cl)C=1C(N=CN2N=C(C=CC21)OC2=C(C=C(C=C2)F)F)=O 5-(3,5-dichlorophenyl)-2-(2,4-difluorophenoxy)-6H-pyrimido[1,6-b]pyridazin-6-one